CCCCCCCCCCCCCCCC(=O)O[C@H](COC(=O)CCCCCCC/C=C\\CCCCCCCC)COP(=O)([O-])[O-] The molecule is a 1-acyl-2-hexadecanoyl-sn-glycero-3-phosphate(2-) obtained by deprotonation of the phosphate OH groups of 1-oleoyl-2-palmitoyl-sn-glycero-3-phosphate. It is a conjugate base of a 1-oleoyl-2-palmitoyl-sn-glycero-3-phosphate.